C1(CCCC1)N1CC(N(C2(CN(C2)C2=NC=C(C#N)C=C2)C1=O)CC1=CC=C(C=C1)C(F)(F)F)=O 6-(8-cyclopentyl-6,9-dioxo-5-(4-(trifluoromethyl)benzyl)-2,5,8-triazaspiro[3.5]-nonan-2-yl)nicotinonitrile